N-(1-(tert-butyl)-5-fluoro-1H-pyrazol-4-yl)-2-fluoro-5-(3-fluoro-8-morpholinoimidazo[1,2-a]pyridin-6-yl)-4-methylbenzamide C(C)(C)(C)N1N=CC(=C1F)NC(C1=C(C=C(C(=C1)C=1C=C(C=2N(C1)C(=CN2)F)N2CCOCC2)C)F)=O